C[SiH](OCC(C)C)C dimethyl-2-methyl-propoxysilane